(1R,5R,6S,8R)-8-methoxy-3,3-dimethyl-2,4,7-trioxabicyclo[3.3.0]octane-6-carbaldehyde CO[C@@H]1O[C@@H]([C@H]2OC(O[C@@H]12)(C)C)C=O